1,4-diazepin-5-one hydrochloride Cl.N1=CC=NC(C=C1)=O